4'-chloro-9'-(piperidin-4-yl)-5'H-spiro[cyclohexane-1,7'-pyrido[2',3':4,5]pyrrolo[1,2-a]quinazolin]-5'-one ClC=1C=2C(N=C3N(C2C=CC1)C1=C(C32CCCCC2)N=C(C=C1)C1CCNCC1)=O